(S)-tert-butyl (1'-(5-((tetrahydro-2H-pyran-4-yl)thio)pyrazin-2-yl)-1,3-dihydrospiro[indene-2,4'-piperidin]-1-yl)carbamate O1CCC(CC1)SC=1N=CC(=NC1)N1CCC2(CC1)[C@@H](C1=CC=CC=C1C2)NC(OC(C)(C)C)=O